[2H]C1(C2=CC=CC=C2C=2C=CC=C(C12)C1=CC=CC=C1)[2H] 9,9-dideuteriophenyl-fluorene